3-(5-(2-(2H-1,2,3-triazol-2-yl)acetyl)-2-cyclopropoxyphenyl)-2-(chloromethyl)quinazolin-4(3H)-on hydrochloride Cl.N=1N(N=CC1)CC(=O)C=1C=CC(=C(C1)N1C(=NC2=CC=CC=C2C1=O)CCl)OC1CC1